(3S,8S,9S,12S)-3,12-bis(1,1-dimethylethyl)-8-hydroxy-4,11-dioxo-9-(phenylmethyl)-6-[[4-(2-pyridinyl)phenyl]methyl]-2,5,6,10,13-pentaazatetradecanedicarboxylic acid dimethyl ester COC(=O)C(N[C@H](C(NN(C[C@@H]([C@@H](NC([C@@H](NC)C(C)(C)C)=O)CC1=CC=CC=C1)O)CC1=CC=C(C=C1)C1=NC=CC=C1)=O)C(C)(C)C)C(=O)OC